COC1=C(C(=O)N)C(=CC=C1)C methoxy-6-methylbenzamide